2-((6-bromo-2,3-dihydrobenzofuran-3-yl)(methyl)amino)-2-oxoacetic acid BrC1=CC2=C(C(CO2)N(C(C(=O)O)=O)C)C=C1